2-methoxypropan-2-yl-8-(morpholin-4-yl)[1,2,4]triazolo[4',3':1,6]pyrimido[5,4-c]pyridazin-5(6H)-one COC(C)(C)C1=NN=C2N1C(NC=1C2=NN=C(C1)N1CCOCC1)=O